ClC=1C(=C(C=CC1)C1(CC1)C(=O)NC=1C=CC(=C(C(=O)OC)C1)C=1C=NN(C1)C1CCC1)F Methyl 5-({[1-(3-chloro-2-fluorophenyl) cyclopropyl] carbonyl} amino)-2-(1-cyclobutyl-1H-pyrazol-4-yl)benzoate